[O-]S(=O)(=O)C(F)(F)F.[Cu+2].C(C)(=O)[O-].[Cu+2] copper (II) acetate copper (II) triflate